methyl N-[4-[6-[(4-chlorophenyl)-(cyclopropylmethyl)carbamoyl]imidazo[1,2-a]pyridin-3-yl]phenyl]carbamate ClC1=CC=C(C=C1)N(C(=O)C=1C=CC=2N(C1)C(=CN2)C2=CC=C(C=C2)NC(OC)=O)CC2CC2